2-((2R,3R)-3-(2-chlorophenyl)-1,4-dioxaspiro[4.4]nonan-2-yl)ethanol ClC1=C(C=CC=C1)[C@@H]1[C@H](OC2(O1)CCCC2)CCO